Cl.FC=1C=C(C=CC1OC)C1=CN=C2N1C=CN=C2NC2=CC(=C(C=C2)C(=O)N2CCN(CC2)C(=O)[C@H]2NCCC2)C [4-[[3-(3-fluoro-4-methoxy-phenyl)imidazo[1,2-a]pyrazin-8-yl]amino]-2-methyl-phenyl]-[4-[(2S)-pyrrolidine-2-carbonyl]piperazin-1-yl]methanone hydrochloride